C1(CC1)C=1C(=C2C(=NC1C(F)(F)F)CCC2)NC(=O)N=S(=O)(N)C=2SC=C(C2F)C(C)(C)O N'-((3-cyclopropyl-2-(trifluoromethyl)-6,7-dihydro-5H-cyclopenta[b]pyridin-4-yl)carbamoyl)-3-fluoro-4-(2-hydroxypropan-2-yl)thiophene-2-sulfonimidamide